COC1=CC=C(CN2N=CC(=C(C2=O)C(F)(F)F)NC(COCCC(=O)O)C)C=C1 3-(2-((1-(4-methoxybenzyl)-6-oxo-5-(trifluoromethyl)-1,6-dihydropyridazin-4-yl)amino)propoxy)propanoic acid